C(C)(C)(C)NS(=O)C1=CC=C(C=C1)NC([C@H](CC1=CC=CC=C1)NC(C1=CC=C(C=C1)F)=O)=O N-((2S)-1-(4-(N-tert-butylaminosulfinyl)phenylamino)-1-oxo-3-phenylprop-2-yl)-4-fluorobenzamide